ClC=1N=CC2=CC=CC(=C2C1)CO (3-chloroisoquinolin-5-yl)methanol